{6-[bis(4-methoxybenzyl)amino]-6-oxohexyl}carbamic acid tert-butyl ester C(C)(C)(C)OC(NCCCCCC(=O)N(CC1=CC=C(C=C1)OC)CC1=CC=C(C=C1)OC)=O